N[C@@H](CNC(COC)=O)C1=CC(=CC=C1)C(F)(F)F N-[(2R)-2-amino-2-[3-(trifluoromethyl)phenyl]ethyl]-2-methoxyacetamide